CN1C(=NN=C1)C1(CC2(CCO2)C1)C=1C=C(C=CC1)N1C(C2=CC(=CC(=C2C1)C(F)(F)F)CNC1(CCC1)C)=O 2-(3-((4S,6s)-6-(4-methyl-4H-1,2,4-triazol-3-yl)-1-oxaspiro[3.3]heptan-6-yl)phenyl)-6-(((1-methylcyclobutyl)amino)methyl)-4-(trifluoromethyl)isoindolin-1-one